N-(7-Benzyl-7-azaspiro[3.5]nonan-2-yl)-5-chloro-1-methyl-3-(5-methylisoxazol-3-yl)-1H-pyrazole-4-carboxamide C(C1=CC=CC=C1)N1CCC2(CC(C2)NC(=O)C=2C(=NN(C2Cl)C)C2=NOC(=C2)C)CC1